2,4-bis(2-hydroxy-4-(2-hydroxyethoxy)phenyl)-6-(2,4-dimethylphenyl)-s-triazine OC1=C(C=CC(=C1)OCCO)C1=NC(=NC(=N1)C1=C(C=C(C=C1)OCCO)O)C1=C(C=C(C=C1)C)C